BrC1=CC=C(C=C1)C1=CC=C(N=N1)C(=O)N1CC(C1)C(=O)N 1-[6-(4-bromophenyl)pyridazine-3-carbonyl]azetidine-3-carboxamide